C1(=CC=CC=C1)P(OCC)(OC(=C)C1=CC=C(C=C1)OC)=O ethyl (1-(4-methoxyphenyl) vinyl) phenylphosphonate